1,3,5-tris(3,5-di-t-butyl-4-hydroxybenzyl)-1,3,5-triazine-2,4,6(1H,3H,5H)-trione C(C)(C)(C)C=1C=C(CN2C(N(C(N(C2=O)CC2=CC(=C(C(=C2)C(C)(C)C)O)C(C)(C)C)=O)CC2=CC(=C(C(=C2)C(C)(C)C)O)C(C)(C)C)=O)C=C(C1O)C(C)(C)C